ClC=1C(=C(C=CC1N)C1=CC=C(C=C1)N)Cl dichloro-4,4'-biphenyldiamine